CC1=NC(=CC(=C1)C=1C=C(C=CC1)C=1N=C(SC1)NC(=O)[C@H]1N(CC1)C(=O)C1=CC=C(C=C1)NC(OC(C)(C)C)=O)C (S)-tert-butyl (4-(2-((4-(3-(2,6-dimethylpyridin-4-yl)phenyl)thiazol-2-yl)carbamoyl)azetidine-1-carbonyl)phenyl)carbamate